ClC1=C(CCN[C@H](C(=O)C2=CNC3=CC=CC=C23)C2=CC=CC=C2)C=CC(=C1)Cl |r| (S)- and (R)-2-((2,4-dichlorophenethyl)amino)-1-(1H-indol-3-yl)-2-phenylethan-1-one